C1(CC1)C([C@@H](C(=O)NC1=C(C=C(C=C1)[C@@H](C(N1[C@@H](CCC1)C(F)(F)F)=O)C)F)NC(=O)C1=CC=NN1CC)C1CC1 N-((S)-1,1-dicyclopropyl-3-((2-fluoro-4-((S)-1-oxo-1-((S)-2-(trifluoromethyl)pyrrolidin-1-yl)propan-2-yl)phenyl)amino)-3-oxopropan-2-yl)-1-ethyl-1H-pyrazole-5-carboxamide